(S)-3-(chroman-6-ylmethyl)-1-(2,4-difluorobenzyl)-1-((1-methylpyrrolidin-3-yl)methyl)urea O1CCCC2=CC(=CC=C12)CNC(N(C[C@@H]1CN(CC1)C)CC1=C(C=C(C=C1)F)F)=O